C(C)(=O)C1=C(C=C(C=C1)Cl)C=1C(=NN(C(C1)=O)C(C(=O)NC1=CC=C(C(=O)O)C=C1)CC1=CC=C(C=C1)NC(=O)C1CC1)OC 4-(2-(4-(2-acetyl-5-chlorophenyl)-3-methoxy-6-oxopyridazin-1(6H)-yl)-3-(4-(cyclopropaneformamido)phenyl)propanamido)benzoic acid